C(C=C)(=O)O.C(C=C)(=O)O.C(CCCCCN=C=O)N=C=O hexamethylene diisocyanate diacrylate